FC=1C=C(C=C(C1)F)[C@@H]1N(OCC1)C1=CC(=NC=N1)NC1=CC=C(C=C1)N1CCC(CC1)N1CCN(CC1)C (R)-6-(3-(3,5-difluorophenyl)isooxazolidin-2-yl)-N-(4-(4-(4-methylpiperazin-1-yl)piperidin-1-yl)phenyl)pyrimidin-4-amine